FC=1C=CC2=C(C(=C(S2)C(C(C)C)N)C)C1 1-(5-Fluoro-3-methyl-1-benzothiophen-2-yl)-2-methylpropan-1-amine